ClC=1C=C(C=CC1CCCF)C=1C=C2CCC(C2=CC1)N1CC(C1)(O)C 1-[5-(3-chloro-4-fluoropropyl-phenyl)indan-1-yl]-3-methyl-azetidin-3-ol